(R)-8-bromo-4-((1-(3-(difluoromethyl)-2-methylphenyl)prop-2-yn-1-yl)amino)-6-(1-(difluoromethyl)cyclopropyl)-2-methylpyrido[4,3-d]pyrimidin-7(6H)-one BrC=1C(N(C=C2C1N=C(N=C2N[C@H](C#C)C2=C(C(=CC=C2)C(F)F)C)C)C2(CC2)C(F)F)=O